6-(2-chlorophenyl)-1-methyl-1,5-dihydro-4H-pyrazolo[3,4-d]pyrimidin-4-one ClC1=C(C=CC=C1)C=1NC(C2=C(N1)N(N=C2)C)=O